(4,4-dimethyl-5-oxopyrrolidin-3-yl) carbonate C(OC1CNC(C1(C)C)=O)([O-])=O